C[C@H]1C[C@]2([C@H]([C@H]1OC(=O)C3=CC=CC=C3)[C@@H]4[C@](O4)(CC[C@H]5[C@H](C5(C)C)/C=C(/C2=O)\\C)C)O The molecule is a lathyrane diterpenoid isolated from the roots of Euphorbia micractina. It has a role as a vasodilator agent. It is a lathyrane diterpenoid, an epoxide, a benzoate ester and a tertiary alpha-hydroxy ketone.